N-((5-amino-1,3,4-oxadiazol-2-yl)methyl)-1-((6-cyclopropylimidazo[1,2-a]pyridin-2-yl)methyl)-1H-1,2,3-triazole-4-carboxamide NC1=NN=C(O1)CNC(=O)C=1N=NN(C1)CC=1N=C2N(C=C(C=C2)C2CC2)C1